2-alpha-D-glucosyl-D-glucose [C@H]1([C@H](O)[C@@H](O)[C@H](O)[C@H](O1)CO)[C@@](C=O)(O)[C@@H](O)[C@H](O)[C@H](O)CO